3-(Allyloxycarbonylamino)-1-propanol C(C=C)OC(=O)NCCCO